(S)-N1-(7-(3-(2,5-dioxopyrrolidin-1-yl)prop-1-yn-1-yl)-5-methyl-4-oxo-2,3,4,5-tetrahydrobenzo[b][1,4]oxazepin-3-yl)-N2-phenethyloxalamide O=C1N(C(CC1)=O)CC#CC1=CC2=C(OC[C@@H](C(N2C)=O)NC(C(=O)NCCC2=CC=CC=C2)=O)C=C1